9-(2'-(4,6-diphenyl-1,3,5-triazin-2-yl)-5'-(6-methylpyridin-2-yl)-[1,1'-biphenyl]-4-yl)-3,6-diphenyl-9H-carbazole C1(=CC=CC=C1)C1=NC(=NC(=N1)C1=CC=CC=C1)C1=C(C=C(C=C1)C1=NC(=CC=C1)C)C1=CC=C(C=C1)N1C2=CC=C(C=C2C=2C=C(C=CC12)C1=CC=CC=C1)C1=CC=CC=C1